CC=1C=C2C(CC(C2=CC1C)=O)=O 5,6-dimethyl-1H-indene-1,3(2H)-dione